NC=1C=C(C=CC1N)C(=N)NC(OCCCCCC)=O hexyl ((3,4-diaminophenyl)(imino)methyl)carbamate